C(C)(C)N1C(CCC1)=O 1-isopropyl-pyrrolidin-2-one